[6-(3-cyclopropyl-1,2,4-triazol-1-yl)-2-azaspiro[3.3]heptan-2-yl]-[7-[[6-(trifluoromethyl)-3-pyridyl]methyl]-2,7-diazaspiro[3.5]nonan-2-yl]methanone C1(CC1)C1=NN(C=N1)C1CC2(CN(C2)C(=O)N2CC3(C2)CCN(CC3)CC=3C=NC(=CC3)C(F)(F)F)C1